N-(4-acetylaminophenyl)-4-(2-{[4-(morpholin-4-yl)phenyl]amino}pyrimidin-4-yl)piperazine-1-carboxamide C(C)(=O)NC1=CC=C(C=C1)NC(=O)N1CCN(CC1)C1=NC(=NC=C1)NC1=CC=C(C=C1)N1CCOCC1